N=1C(NC=C2C1N=CN=C2)=O pyrimido[4,5-d]pyrimidin-2(3H)-one